CCCCC[C@@H](/C=C/[C@H]1[C@H]2C[C@@H]([C@@H]1C/C=C\\CCCC(=O)O)OO2)OO The molecule is a prostaglandins G. It has a role as a mouse metabolite and a human metabolite. It is a conjugate acid of a prostaglandin G2(1-).